((1-(2-bromophenyl)-1H-1,2,3-triazol-4-yl)methyl)-3',4'-dihydro-2'H-spiro[cyclohexane-1,1'-isoquinolin]-4'-ol BrC1=C(C=CC=C1)N1N=NC(=C1)CN1C2(C3=CC=CC=C3C(C1)O)CCCCC2